4-Amino-7-iodo-1-(isoquinolin-6-yl)-2-oxo-1,2-dihydroquinoline-3-carboxylic acid methyl ester COC(=O)C=1C(N(C2=CC(=CC=C2C1N)I)C=1C=C2C=CN=CC2=CC1)=O